3-(1H-Benzo[d]imidazol-5-yl)-4-(4-(4,4-difluorocyclohexyl)phenyl)oxazolidin-2-on N1C=NC2=C1C=CC(=C2)N2C(OCC2C2=CC=C(C=C2)C2CCC(CC2)(F)F)=O